4-(6-chloro-8-fluoro-4-(4-(3-(methylamino)propyl)-1,4-diazepan-1-yl)-2-((tetrahydro-1H-pyrrolizin-7a(5H)-yl)methoxy)quinazolin-7-yl)-7-fluorobenzo-[d]thiazol-2-amine ClC=1C=C2C(=NC(=NC2=C(C1C1=CC=C(C2=C1N=C(S2)N)F)F)OCC21CCCN1CCC2)N2CCN(CCC2)CCCNC